N-(3-chloro-5-fluoro-4-iodopyridin-2-yl)-N-((2-(trimethylsilyl)ethoxy)methyl)propane-1-sulfonamide ClC=1C(=NC=C(C1I)F)N(S(=O)(=O)CCC)COCC[Si](C)(C)C